NC(CNC(C1=CC=C(C=C1)N=[N+]=[N-])=O)C N-(2-aminopropyl)-4-azidobenzamide